(R)-N-(1H-1,3-benzimidazol-2-yl)-2,3-dimethylbutylamine N1C(=NC2=C1C=CC=C2)NC[C@@H](C(C)C)C